FC=1C(=NC(=NC1)N[C@@H]1C[C@H]2CO[C@@H]([C@H]1O)O2)C2=CC=C1C(C(=C(N(C1=C2)C(C)C)CN2CC(C2)F)C)=O 7-(5-fluoro-2-(((1S,3R,4S,5R)-4-hydroxy-6,8-dioxabicyclo[3.2.1]octan-3-yl)amino)pyrimidin-4-yl)-2-((3-fluoroazetidin-1-yl)methyl)-1-isopropyl-3-methylquinolin-4(1H)-one